(2S,4R)-1-[(2S)-2-(4-cyclopropyltriazol-1-yl)-3,3-dimethyl-butanoyl]-4-hydroxy-N-[(6-methoxy-[1,2,4]triazolo[4,3-b]pyridazin-3-yl)methyl]pyrrolidine-2-carboxamide C1(CC1)C=1N=NN(C1)[C@H](C(=O)N1[C@@H](C[C@H](C1)O)C(=O)NCC1=NN=C2N1N=C(C=C2)OC)C(C)(C)C